C(=O)O.ClC1=CC(=C(C=C1)C=1C=2N(C(=NN1)N[C@H]1CN(CCC1)C)C=NC2)OC 1-(4-chloro-2-methoxyphenyl)-N-[(3R)-1-methylpiperidin-3-yl]imidazo[1,5-d][1,2,4]triazin-4-amine formate